tetramethyl-cyclopropyl-carbonyl-indole CC1=C(C(=C2C(=C(NC2=C1)C(=O)C1CC1)C)C)C